BrC1=CN=CC(=N1)OCC1CC(C1)NC(OC(C)(C)C)=O tert-butyl ((1r,3r)-3-(((6-bromopyrazin-2-yl)oxy)methyl)cyclobutyl)carbamate